2,4,6-tris(1'-aziridinyl)-1,3,5-triazine C1CN1C2=NC(=NC(=N2)N3CC3)N4CC4